tert-butyl (3aR,7aR)-1-oxooctahydro-5H-pyrrolo[3,4-c]pyridine-5-carboxylate O=C1NC[C@@H]2CN(CC[C@H]21)C(=O)OC(C)(C)C